6-(2-(3-chloro-2-fluorophenyl)-2-hydroxyacetyl)-2-(1-phenylcyclopropyl)-5,6,7,8-tetrahydropyrido[4,3-d]pyrimidin-4(3H)-one ClC=1C(=C(C=CC1)C(C(=O)N1CC2=C(N=C(NC2=O)C2(CC2)C2=CC=CC=C2)CC1)O)F